(R)-3-(6-chloro-2-(4,4-difluoropiperidine-1-carbonyl)-1,2,3,4-tetrahydroisoquinolin-8-yl)morpholine-4-carboxylic acid tert-butyl ester C(C)(C)(C)OC(=O)N1[C@@H](COCC1)C=1C=C(C=C2CCN(CC12)C(=O)N1CCC(CC1)(F)F)Cl